C(C)(=O)[O-].OCC[N+](C)(CCO)CCO tri(2-hydroxyethyl)methyl-ammonium acetate